4-fluoro-N-(6-hydroxy-1-oxo-1-(piperidin-1-yl)hexan-2-yl)benzamide FC1=CC=C(C(=O)NC(C(N2CCCCC2)=O)CCCCO)C=C1